NC1=NN(C(=C1Cl)C1(CC2CC(CC2C1)C=1N=CN(C1C(=O)NC1=CC(=C(C=C1)F)C#N)C)O)CC 4-(5-(3-Amino-4-chloro-1-ethyl-1H-pyrazol-5-yl)-5-hydroxyoctahydropentalen-2-yl)-N-(3-cyano-4-fluorophenyl)-1-methyl-1H-imidazole-5-carboxamide